BrC=1C=C(C=C(C1)C(F)(F)F)C[C@H](C(=O)OC(C)(C)C)[C@@H]1CN(CC1)C(=O)OC(C)(C)C tert-Butyl (3R)-3-[(1S)-1-[[3-bromo-5-(trifluoromethyl)phenyl]methyl]-2-tert-butoxy-2-oxo-ethyl]pyrrolidine-1-carboxylate